CN(C(C(CC(=O)OCC=C)N(C(=O)OCC[Si](C)(C)C)C)=O)C Allyl 4-(dimethylamino)-3-(methyl ((2-(trimethylsilyl) ethoxy) carbonyl) amino)-4-oxobutanoate